ClC=1C=C(C=C(C1CC1=CC(=C(C=C1)OC1OCCCC1)C(C)C)Cl)/C=C/C(=O)OC methyl (E)-3-(3,5-dichloro-4-(3-isopropyl-4-((tetrahydro-2H-pyran-2-yl)oxy)benzyl)phenyl)acrylate